(1-((1-(tert-butoxycarbonyl)-4-hydroxypiperidin-4-yl)methyl)-5-(trifluoromethyl)-1H-indol-7-yl)boronic acid C(C)(C)(C)OC(=O)N1CCC(CC1)(O)CN1C=CC2=CC(=CC(=C12)B(O)O)C(F)(F)F